OCCCC(CCC)OC(NCCN1CCCC1)=O (2-(pyrrolidin-1-yl)ethyl)carbamic acid 1-hydroxyhept-4-yl ester